methyl 5-[3-(3,5-dimethyl-isoxazol-4-yl)pyrazolo[1,5-a]pyridin-5-yl]-2-methyl-furan-3-carboxylate CC1=NOC(=C1C=1C=NN2C1C=C(C=C2)C2=CC(=C(O2)C)C(=O)OC)C